cyclobutyl-1-(3-(2-hydroxyethoxy)benzyl)-N3-methyl-2-oxo-1,2-dihydropyridine-3,5-dicarboxamide C1(CCC1)C1=C(C(N(C=C1C(=O)N)CC1=CC(=CC=C1)OCCO)=O)C(=O)NC